NC1=C(C=2C(=NC=CN2)N=C1C(=O)N)C1=C(C(=CC=C1C)O)C (P)-7-Amino-8-(3-hydroxy-2,6-dimethylphenyl)pyrido[2,3-b]pyrazine-6-carboxamide